COC1=CC=CC(=C1)N1CC2(C1)CCN(CC2)C 2-methoxy-4-(7-methyl-2,7-diazaspiro[3.5]non-2-yl)benzene